ClC=1C=C(C=CC1Cl)NC(=O)[C@H]1[C@H]2C[C@@H]([C@@H]([C@@H]1C=1C=NC(=NC1)C(F)(F)F)O2)O (1R,2R,3S,4R,5S)-N-(3,4-dichlorophenyl)-5-hydroxy-3-(2-(trifluoromethyl)pyrimidine-5-yl)-7-oxabicyclo[2.2.1]Heptane-2-carboxamide